CN1N=C(C=C1)C=1C=C(C=CC1)CNC1=NN2C(NC(=CC2=O)CCC)=N1 2-[[3-(1-methylpyrazol-3-yl)phenyl]methylamino]-5-propyl-4H-[1,2,4]triazolo[1,5-a]pyrimidin-7-one